BrC=1C(=NN2C1N=CC=C2C(=O)O)COC([2H])([2H])[2H] 3-bromo-2-(trideuteriomethoxymethyl)pyrazolo[1,5-a]pyrimidine-7-carboxylic acid